O=C1NC(CCC1N1C(C2=CC=C(C=C2C1=O)NCCCOC1=CC=C(C=C1)C(C)(C)C1=CC=C(OCC2=NC(=NO2)C(=O)NC)C=C1)=O)=O 5-((4-(2-(4-(3-((2-(2,6-dioxopiperidin-3-yl)-1,3-dioxoisoindoline-5-yl)amino)propoxy)phenyl)propan-2-yl)phenoxy)methyl)-N-methyl-1,2,4-oxadiazole-3-carboxamide